ClC=1C=C(C=CC1)[C@H](C(=O)N1CC2=C(N=C(NC2=O)C2(CC2)C=2C=NC=C(C2)C2CCCC2)CC1)O (R)-6-(2-(3-chlorophenyl)-2-hydroxyacetyl)-2-(1-(5-cyclopentylpyridin-3-yl)cyclopropyl)-5,6,7,8-tetrahydropyrido[4,3-d]pyrimidin-4(3H)-one